3-(t-butylperoxy)-3-ethylbutane C(C)(C)(C)OOC(CC)(C)CC